7-((2,3-dimethyl-2H-indazol-5-yl)amino)-3-methoxy-N-(4-((4-methylpiperazin-1-yl)methyl)-3-(trifluoromethyl)phenyl)-2-naphthamide CN1N=C2C=CC(=CC2=C1C)NC1=CC=C2C=C(C(=CC2=C1)C(=O)NC1=CC(=C(C=C1)CN1CCN(CC1)C)C(F)(F)F)OC